5-(3-(4-methylpyrimidin-2-yl)cyclopentyl)-1H-pyrazol-3-amine CC1=NC(=NC=C1)C1CC(CC1)C1=CC(=NN1)N